FC(CCCCCCN(C(CCCN(C)C)=O)C(CCCCCCC(=O)OC(CCCCCC)CCCCCC)CCCCCCCCCC)(C(OC(CCCCCC)CCCCCC)=O)F Tridecan-7-yl 8-(N-(7,7-difluoro-8-oxo-8-(tridecan-7-yloxy)octyl)-4-(dimethylamino)-butanamido)octadecanoate